N[C@H](CC(=O)OC(C)(C)C)C(=O)NC=1N=NC(=C(C1)C1CC1)C1=C(C=C(C=C1)C#C)OCOCC (R)-tert-butyl 3-amino-4-((5-cyclopropyl-6-(2-(ethoxymethoxy)-4-ethynylphenyl)pyridazin-3-yl)amino)-4-oxobutanoate